6-(4,4-difluoro-1-hydroxy-3H-2,1-benzoxaborinin-7-yl)-4-methylphthalazin-1-amine FC1(COB(C2=C1C=CC(=C2)C=2C=C1C(=NN=C(C1=CC2)N)C)O)F